(S)-2-(4-chlorophenyl)-2-methylbutan-1-ol ClC1=CC=C(C=C1)[C@@](CO)(CC)C